C(C)(C)(C)OC(=O)N([C@H](C(=O)N[C@@H](C(=O)OC)CN1N=NC(=C1)C1=CC=CC=C1)CC(C)C)C methyl (R)-2-((S)-2-((tert-butoxycarbonyl)(methyl)amino)-4-methylpentanamido)-3-(4-phenyl-1H-1,2,3-triazol-1-yl)propanoate